[C@]12(C(CC(CC1)C2(C)C)C(=O)O)C (1S)-(+)-camphanic acid